N[C@H]1C[C@H](C1)OC=1C=CC=C2C=NC(=NC12)NC1=CC=C2C(=NNC2=C1)CO (6-{[8-(cis-3-aminocyclobutoxy)quinazolin-2-yl]amino}-1H-indazol-3-yl)methanol